BrC1=CN=C(C2=C1N=C(N=C2)SC)Cl 8-bromo-5-chloro-2-(methylthio)pyrido[4,3-d]Pyrimidine